C(CCCCC(=O)[O-])(=O)[O-].[Li+].[Li+] lithium adipate salt